(S)-1-((2R,4S,5S,6R)-6-allyl-5-methyl-4-((triisopropylsilyl)oxy)tetrahydro-2H-pyran-2-yl)ethane-1,2-diol C(C=C)[C@@H]1[C@@H]([C@H](C[C@@H](O1)[C@H](CO)O)O[Si](C(C)C)(C(C)C)C(C)C)C